N-[(1R)-1-[3-(3-Carbamoylphenyl)phenyl]ethyl]-2-methyl-5-(4-methylpiperazin-1-yl)benzamide C(N)(=O)C=1C=C(C=CC1)C=1C=C(C=CC1)[C@@H](C)NC(C1=C(C=CC(=C1)N1CCN(CC1)C)C)=O